bismethoxyethoxyethoxide COCCOC([O-])(C)OCCOC